benzyl 2-(tert-butoxycarbonylamino)-5-[tert-butyl (dimethyl)silyl]oxy-3,3-dimethyl-pentanoate C(C)(C)(C)OC(=O)NC(C(=O)OCC1=CC=CC=C1)C(CCO[Si](C)(C)C(C)(C)C)(C)C